4-amino-3,5-difluoro-benzoic acid NC1=C(C=C(C(=O)O)C=C1F)F